CC=1C=C(C=CC1NS(=O)(=O)CCC)C1=C2C(=NC=C1)NC=C2 4-(3-methyl-4-(propylsulfonamido)phenyl)-1H-pyrrolo[2,3-b]pyridin